C(#N)C1=CC=C(C=C1)C=1N=C2C(=NC1)N=C(S2)NC(C2=C(C=C(C=C2)C)C2=CC(=NC=C2OC)C)=O N-(6-(4-cyanophenyl)thiazolo[4,5-b]pyrazin-2-yl)-2-(5-methoxy-2-methylpyridin-4-yl)-4-methylbenzamide